(1S)-5-ethoxy-N-(6-(1-((3R,4R)-4-fluoro-3-methyltetrahydrofuran-3-yl)piperidin-4-yl)-7-methylisoquinolin-3-yl)spiro[2.3]hexane-1-carboxamide C(C)OC1CC2(C[C@@H]2C(=O)NC=2N=CC3=CC(=C(C=C3C2)C2CCN(CC2)[C@@]2(COC[C@@H]2F)C)C)C1